4-tetraphenyl-2-butyne-1,4-diol C1(=CC=CC2=CC=C3C=C4C=CC=CC4=CC3=C12)C(C#CCO)O